O.NC(C(=O)O)(C)C.OCCNS(=O)(=O)C1=CC=C(C=C1)C#C[Si](C)(C)C N-(2-hydroxyethyl)-4-((trimethylsilyl)ethynyl)benzenesulfonamide 2-aminoisobutyrate hydrate